C(C)OC(CCC)C1=CC=C2CCC=3C=CC=C1C32 5-(1-ethoxybutyl)acenaphthene